2-(3-(ethylthio)-5-methyl-4-nitrophenyl)-6-fluoro-1,2,3,4-tetrahydroisoquinoline-d3 C(C)SC=1C=C(C=C(C1[N+](=O)[O-])C)N1C(C2=CC=C(C=C2CC1[2H])F)([2H])[2H]